3-ethynyl-3-methoxypyrrolidine-1-carboxylic acid tert-butyl ester C(C)(C)(C)OC(=O)N1CC(CC1)(OC)C#C